tert-butyl (R)-(1-fluoro-2-(4-((1-methyl-1H-pyrazol-3-yl)amino)-1,3,5-triazin-2-yl)-6,7,8,9-tetrahydro-5H-benzo[7]annulen-5-yl)carbamate FC1=C(C=CC2=C1CCCC[C@H]2NC(OC(C)(C)C)=O)C2=NC=NC(=N2)NC2=NN(C=C2)C